3-bromo-2-(4-nitrophenyl)thieno[3,2-c]pyridin-4(5H)-one BrC1=C(SC2=C1C(NC=C2)=O)C2=CC=C(C=C2)[N+](=O)[O-]